C(C)(C)[Si](N1C=C(C=C1)B(O)O)(C(C)C)C(C)C 1-(TRIISOPROPYLSILYL)PYRROLE-3-BORONIC ACID